BrC=1C=C(C=C(C1)Cl)N1N=CC(=C1)CC#N 2-[1-(3-bromo-5-chlorophenyl)pyrazol-4-yl]acetonitrile